C(C1=CC=CC=C1)N1C(=NC2=NC=C(C=C21)C=2C1=C(C(N(C2)C)=O)NC=C1)C 4-(1-benzyl-2-methyl-1H-imidazo[4,5-b]pyridin-6-yl)-6-methyl-1H-pyrrolo[2,3-c]pyridin-7(6H)-one